5-bromo-1-((2-(trimethylsilyl)ethoxy)methyl)-1H-indazole-7-carbaldehyde BrC=1C=C2C=NN(C2=C(C1)C=O)COCC[Si](C)(C)C